ClC1=CC(=C(C=C1)C1(OC2=C(O1)C=CC=C2C2CCN(CC2)CC2=NC=C(C=C2C)C2=NOC(=N2)C(F)(F)F)C)F 2-({4-[2-(4-chloro-2-fluorophenyl)-2-methyl-2H-1,3-benzodioxol-4-yl]Piperidin-1-yl}Methyl)-3-methyl-5-[5-(trifluoromethyl)-1,2,4-oxadiazol-3-yl]Pyridine